isopropyl α-cyanocinnamate C(#N)C(C(=O)OC(C)C)=CC1=CC=CC=C1